3-(azetidin-3-yl)-1-(4-(trifluoromethoxy)phenyl)-1H-pyrazolo[3,4-b]pyrazine N1CC(C1)C1=NN(C2=NC=CN=C21)C2=CC=C(C=C2)OC(F)(F)F